CC=1CCCC(C1)C=1C(=CC(=CC1O)C(C)(CCCCCC)C)O 5'-methyl-4-(2-methyloctan-2-yl)-1',2',3',4'-tetrahydro-[1,1'-biphenyl]-2,6-diol